C1(CCC1)CNCC=1NC2=CC(=CC=C2C1)CN1C(C2=CN=CC(=C2C=C1)OC1CC2(COC2)C1)=O 2-[[2-[(cyclobutylmethylamino)methyl]-1H-indol-6-yl]methyl]-5-(2-oxaspiro[3.3]heptan-6-yloxy)-2,7-naphthyridin-1-one